1-allyl-methylimidazole chloride [Cl-].C(C=C)N1C(=NC=C1)C